COC1=CC=C(CC2(C(=O)NC3=CC(=C(C(=C3)OC)OC)OC)CC=C(C(=O)NC3=CC=C(C=C3)OC(F)(F)F)C=C2)C=C1 1-(4-methoxybenzyl)-N4-(4-(trifluoromethoxy)phenyl)-N1-(3,4,5-trimethoxyphenyl)terephthalamide